2-(pyridin-4-yl)-4-(2,8-diazaspiro[4.5]decan-8-yl)pyrido[3,4-d]pyrimidine 7-oxide N1=CC=C(C=C1)C=1N=C(C2=C(N1)C=[N+](C=C2)[O-])N2CCC1(CCNC1)CC2